ClC1=CC(=NC2=CC=C(C(=C12)C)C1=CC=C(C=C1)F)C 4-chloro-6-(4-fluorophenyl)-2,5-dimethylquinoline